FC(N1N=CC(=C1)C1=C(C=C(C=C1)C1=NNC(OC1)=O)C(F)(F)F)F 5-{4-[1-(Difluoromethyl)-1H-pyrazol-4-yl]-3-(trifluoromethyl)phenyl}-3,6-dihydro-2H-1,3,4-oxadiazin-2-one